FC(C1=NN=C(S1)C1=NC=C2N1C=C(C=C2N2C[C@H](N(CC2)C(C(C)C)=O)C)S(=O)(=O)NC2(CC2)C)F (R)-3-(5-(difluoromethyl)-1,3,4-thiadiazol-2-yl)-8-(4-isobutyryl-3-methylpiperazin-1-yl)-N-(1-methylcyclopropyl)imidazo[1,5-a]pyridine-6-sulfonamide